2-(2,6-difluorophenyl)-4-((4-methoxybenzyl)-amino)-6,7-dihydro-5H-pyrrolo[3,4-d]pyrimidin-5-one FC1=C(C(=CC=C1)F)C=1N=C(C2=C(N1)CNC2=O)NCC2=CC=C(C=C2)OC